methyl 2-methoxy-6-oxo-5,6,7,8-tetrahydroquinoline-5-carboxylate COC1=NC=2CCC(C(C2C=C1)C(=O)OC)=O